4-(2,6-dichloropyridin-4-yl)morpholine methyl-3-(aminomethyl)-5-(1-phenylcyclopropyl)-4,5-dihydroisoxazole-5-carboxylate hydrochloride Cl.COC(=O)C1(CC(=NO1)CN)C1(CC1)C1=CC=CC=C1.ClC1=NC(=CC(=C1)N1CCOCC1)Cl